tert-butyl 6-(3-(4-(((tert-butyldiphenylsilyl) oxy) methyl)-2,2-dimethylpiperidin-1-yl)-5-methyl-1H-pyrazol-1-yl)-2-azaspiro[3.3]heptane-2-carboxylate [Si](C1=CC=CC=C1)(C1=CC=CC=C1)(C(C)(C)C)OCC1CC(N(CC1)C1=NN(C(=C1)C)C1CC2(CN(C2)C(=O)OC(C)(C)C)C1)(C)C